BrC1=CC(=C(C=2C=COC21)O)COC2=C(C=CC=C2)CC(=O)OCC ethyl 2-(2-((7-bromo-4-hydroxybenzofuran-5-yl)methoxy)phenyl)acetate